C(C)(C)(C)OC(=O)N1CC2(CC1)CN(CC2)C2=NC=NC=C2OC2=C(C=C(C=C2)F)Br 7-(5-(2-bromo-4-fluorophenoxy)pyrimidin-4-yl)-2,7-diazaspiro[4.4]nonane-2-carboxylic acid tert-butyl ester